FC=1C=2N(C=C(C1OC(C)C)C(=O)NC=1C(N(C=CC1)[C@@H]1[C@H](C1)C)=O)C=C(N2)C21COC(C2)(C1)C 8-fluoro-7-isopropoxy-2-(1-methyl-2-oxabicyclo[2.1.1]hex-4-yl)-N-(1-((1S,2S)-2-methylcyclopropyl)-2-oxo-1,2-dihydropyridin-3-yl)imidazo[1,2-a]pyridine-6-carboxamide